methyl-silanol sodium salt [Na].C[SiH2]O